N1(CCOCC1)C=1C2=C(N=CN1)N(C(=C2)C2=CC=C(C=C2)NC(=O)[C@H]2CNCC2)COCC[Si](C)(C)C (3R)-N-{4-[4-(morpholin-4-yl)-7-{[2-(trimethylsilyl)ethoxy]methyl}-7H-pyrrolo[2,3-d]pyrimidin-6-yl]phenyl}pyrrolidine-3-carboxamide